OC(=O)C(F)(F)F.COC(C1CCN(CC1)C=1C=C(C=CC1)S(=O)(=O)N1CCC(CC1)N)OC 1-((3-(4-(dimethoxymethyl)piperidin-1-yl)phenyl)sulfonyl)piperidin-4-amine TFA salt